1,2-dihydroxyethane OCCO